tert-butyl 4-(4,4,5,5-tetramethyl-1,3,2-dioxaborolan-2-yl)-3,6-dihydropyridin-1(2H)-carboxylate CC1(OB(OC1(C)C)C=1CCN(CC1)C(=O)OC(C)(C)C)C